4-bromo-3,6-dimethyl-1H-benzimidazol-2-one BrC1=CC(=CC=2NC(N(C21)C)=O)C